(S)-tert-Butyl (1-(2-chlorophenyl)-2-oxocyclohexyl)carbamate ClC1=C(C=CC=C1)[C@@]1(C(CCCC1)=O)NC(OC(C)(C)C)=O